C(C1=CC=CC=C1)OC=1N(C2=NC=NC(=C2N1)N)[C@@H]1O[C@@H]([C@H](C1)O[Si](C)(C)C)CO[Si](C)(C)C 8-(benzyloxy)-9-((2R,4S,5R)-4-((trimethylsilyl)oxy)-5-(((trimethylsilyl)oxy)methyl)tetrahydrofuran-2-yl)-9H-purin-6-amine